(S)-2-amino-N-(3-chloro-2-fluorophenylmethyl)-3-(thien-2-yl)propionamide N[C@H](C(=O)NCC1=C(C(=CC=C1)Cl)F)CC=1SC=CC1